tert-butyl 3-(4,5-dihydro-1H,3H-[1,4]oxazepino[4,3-a]indole-11-carboxamido)-9-azabicyclo[3.3.1]nonane-9-carboxylate C1OCCCN2C1=C(C=1C=CC=CC21)C(=O)NC2CC1CCCC(C2)N1C(=O)OC(C)(C)C